C(#C)C1=CC(=C(C=N1)C1=C(C2=C(N=CN=C2N)N1C)C1=CC(=C(C=C1)OC1=NN(C=C1)C)F)C 6-(6-ethynyl-4-methylpyridin-3-yl)-5-(3-fluoro-4-((1-methyl-1H-pyrazol-3-yl)oxy)phenyl)-7-methyl-7H-pyrrolo[2,3-d]pyrimidin-4-amine